NC(C(CN1C(CCC1)=O)NC(=O)[C@@H]1[C@H]2C([C@H]2CN1C([C@H](C(C)(C)C)N)=O)(C)C)=O (1R,2S,5S)-N-(1-amino-1-oxo-3-(2-oxopyrrolidin-1-yl)propan-2-yl)-3-((S)-2-amino-3,3-dimethylbutanoyl)-6,6-dimethyl-3-azabicyclo[3.1.0]hexane-2-carboxamide